CC1(CN(C1)CC=1NC2=CC(=CC=C2C1)CNC(=O)C=1N=C2N(C(C1)=O)C=CC=C2)C N-({2-[(3,3-Dimethylazetidin-1-yl)methyl]-1H-indol-6-yl}methyl)-4-oxo-4H-pyrido[1,2-a]pyrimidine-2-carboxamide